C(C)(=O)NC=1C=C(C=CC1)C(C(=O)NC1=NC=C(C(=C1)C1=C2N(N=C1)CC(C2)(C)C)Cl)C 2-(3-acetylaminophenyl)-N-(5-chloro-4-(5,5-dimethyl-5,6-dihydro-4H-pyrrolo[1,2-b]pyrazol-3-yl)pyridin-2-yl)propionamide